O1C=NC=CC=NCC=CN=CC(C=C1)=O oxa[3,7,11]triazacyclopentadecin-13(8H)-one